2,4-dimethyl-N-[(1s,4s)-4-{[2-(trifluoromethyl)quinolin-4-yl]amino}cyclohexyl]furan-3-carboxamide CC=1OC=C(C1C(=O)NC1CCC(CC1)NC1=CC(=NC2=CC=CC=C12)C(F)(F)F)C